N-(4-Chloro-3-cyano-1H-indol-7-yl)-1-(fluoromethyl)pyrazol-4-sulfonamid ClC1=C2C(=CNC2=C(C=C1)NS(=O)(=O)C=1C=NN(C1)CF)C#N